Cl.N=1C=C(N2C1COCC2)C(=O)O 6,8-dihydro-5H-imidazo[2,1-c][1,4]oxazine-3-carboxylic acid hydrochloride